tetraphenyl-pyrene-1,6-diamine C1(=CC=CC=C1)C1=C(C2=C(C(=C(C=3C=CC4=CC=C(C1=C4C32)N)N)C3=CC=CC=C3)C3=CC=CC=C3)C3=CC=CC=C3